1-[[2-hydroxy-1-naphthyl]-(1-naphthyl)-methyl]-2-hydroxy-naphthalene OC1=C(C2=CC=CC=C2C=C1)C(C1=C(C=CC2=CC=CC=C12)O)C1=CC=CC2=CC=CC=C12